CC(C(=O)N[C@H]1[C@@H](CN(CC1)C(=O)OC(C)(C)C)C1=CC=CC=C1)(COC1=NC=CC=C1C(F)(F)F)C tert-butyl trans-4-((2,2-dimethyl-3-((3-(trifluoromethyl)-2-pyridinyl) oxy) propionyl) amino)-3-phenyl-piperidine-1-carboxylate